ClC1=C(C=CC=C1)[C@]1(C(CCCC1)=O)CNC(OCOC([C@H](C(C)C)NC(C(F)(F)F)=O)=O)=O ((S)-2-(2,2,2-trifluoroacetamido)-3-methylbutanoyloxy)methyl (S)-1-(2-chlorophenyl)-2-oxocyclohexylmethylcarbamate